C1(CCCCCC1)[C@@H](C(=O)NC1=NC=C(C=C1)C1=C(C=NN1C)CO)NC(=O)C1=CC=NN1CC (S)-N-(1-cycloheptyl-2-((5-(4-(hydroxymethyl)-1-methyl-1H-pyrazol-5-yl)pyridin-2-yl)amino)-2-oxoethyl)-1-ethyl-1H-pyrazole-5-carboxamide